tert-butyl N-[(3R,4S)-3-methyl-4-piperidyl]carbamate C[C@@H]1CNCC[C@@H]1NC(=O)OC(C)(C)C